C(C)S(=O)(=O)C=1C=CC=NC1C1=NC2=C(C=NC(=C2)C(F)(F)F)N1C 5-(Ethylsulfonyl)-6-[3-methyl-6-(trifluoromethyl)-3H-imidazo[4,5-c]pyridin-2-yl]pyridin